3-[5-[4-(3,9-diazaspiro[5.5]undecan-3-ylmethyl)-1-piperidyl]-4-fluoro-1-oxo-isoindolin-2-yl]piperidine-2,6-dione C1CN(CCC12CCNCC2)CC2CCN(CC2)C=2C(=C1CN(C(C1=CC2)=O)C2C(NC(CC2)=O)=O)F